S-(3-(2-acetoxyethoxy)-2-hydroxypropyl)-L-methionine sulfonium chloride [Cl-].[SH3+].C(C)(=O)OCCOCC(C[S+](CC[C@H](N)C(=O)O)C)O.[Cl-]